t-butyl (1-(4-((1-(4-formylphenyl)-2-oxo-1,2-dihydropyrimidin-4-yl)carbamoyl)piperazin-1-yl)-2-methyl-1-oxopropan-2-yl)carbamate C(=O)C1=CC=C(C=C1)N1C(N=C(C=C1)NC(=O)N1CCN(CC1)C(C(C)(C)NC(OC(C)(C)C)=O)=O)=O